4-isopropyl-2-(o-tolyl)isoquinolin-1(2H)-one C(C)(C)C1=CN(C(C2=CC=CC=C12)=O)C1=C(C=CC=C1)C